ClC1=CC=C2C(=CC(=NC2=C1Cl)N1[C@@H](CCC1)COCCC(=O)O)N1N=NC=C1 (S)-3-((1-(7,8-dichloro-4-(1H-1,2,3-triazol-1-yl)quinolin-2-yl)pyrrolidin-2-yl)methoxy)propanoic acid